tert-Butyl ((S)-(7-((R*)-1-(((S)-tert-butylsulfinyl)amino)-2-methylpropyl)imidazo[1,2-b]pyridazin-2-yl)(4,4-difluorocyclohexyl)methyl)carbamate C(C)(C)(C)[S@](=O)N[C@H](C(C)C)C1=CC=2N(N=C1)C=C(N2)[C@H](C2CCC(CC2)(F)F)NC(OC(C)(C)C)=O |o1:7|